3,10-dihydroxydodecenoic acid ethyl ester C(C)OC(C=C(CCCCCCC(CC)O)O)=O